(3-chlorophenyl)(cyclopentyl)methanone ClC=1C=C(C=CC1)C(=O)C1CCCC1